C(C)(C)(C)OC(=O)N1CCN(CC1)C1=CC=C(C=C1)NC(=O)C1=CC=C(S1)N1CCN(CC1)C(=O)OC(C)(C)C tert-butyl 4-{5-[(4-{4-[(tert-butoxy)carbonyl]piperazin-1-yl}phenyl)carbamoyl]thiophen-2-yl}piperazine-1-carboxylate